ClC=1C(=NC(=NC1)NC1CCOCC1)C1=CC=C2CN(C(C2=C1)=O)[C@@H](C(=O)NC1(CCC2=CC=CC=C12)CO)C (2R)-2-(6-{5-chloro-2-[(oxacyclohex-4-yl)amino]pyrimidin-4-yl}-1-oxo-2,3-dihydro-1H-isoindol-2-yl)-N-[1-(hydroxymethyl)-2,3-dihydro-1H-inden-1-yl]propionamide